4-(2-(5-(methyl-d3)-2-phenyloxazol-4-yl)ethoxy-1,1-d2)benzo[b]thiophene-7-carbaldehyde C(C1=C(N=C(O1)C1=CC=CC=C1)CC(OC1=CC=C(C=2SC=CC21)C=O)([2H])[2H])([2H])([2H])[2H]